S(C1=CC=C(C=C1)N=C=S)C1=CC=C(C=C1)N=C=S thiobis(4-isothiocyanatobenzene)